N[C@H]1CN(C[C@@H](C1)F)C(=O)C=1C=CC=2N(C1)N=C(C2C)C=2N(C1=C(C=CC=C1C2)C2CCN(CC2)C(=O)C2CC(C2)O)CC2CC2 ((3r,5r)-3-amino-5-fluoropiperidin-1-yl)(2-(1-(cyclopropylmethyl)-7-(1-(3-hydroxycyclobutane-1-carbonyl)piperidin-4-yl)-1H-indol-2-yl)-3-methylpyrazolo[1,5-a]pyridin-6-yl)methanone